2-Azidopropyl (benzyl 3-O-benzyl-2-deoxy-4-O-(2-naphthylmethyl)-2-trichloroacetamido-α-L-altropyranosyluronate)-(1→3)-4-azido-2-trichloroacetamido-2,4,6-trideoxy-α-D-galactopyranoside C(C1=CC=CC=C1)[C@@]1([C@@H]([C@@H](OCC2=CC=CC=C2)[C@@H](OCC2=CC3=CC=CC=C3C=C2)[C@@H](O1)C(=O)[O-])NC(C(Cl)(Cl)Cl)=O)O[C@@H]1[C@H]([C@@H](OCC(C)N=[N+]=[N-])O[C@@H]([C@@H]1N=[N+]=[N-])C)NC(C(Cl)(Cl)Cl)=O